OC=1C=C(C=CC1O)C=1OC2=C(C(C1O)=O)C=CC(=C2)O 2-(3,4-dihydroxyphenyl)-3,7-dihydroxy-benzopyran-4-one